ClC[C@@](C#N)(C)I (S)-3-chloro-2-iodo-2-methylpropanenitrile